O=C([C@H](O)[C@@H](O)[C@H](O)[C@H](O)CO)OC d-gluconic acid, methyl ester